COC(=O)[C@H]1N(C[C@@H](C1)C1=CC=CC=C1)C(CNC(=O)C=1C=CC=2C(C3=CC=CC=C3C2C1)(F)F)=O.FC1=C(C(=C(C(=C1F)F)F)F)[B-](C1=C(C(=C(C(=C1F)F)F)F)F)(C1=C(C(=C(C(=C1F)F)F)F)F)C1=C(C(=C(C(=C1F)F)F)F)F.C[NH+](C1=CC=C(C=C1)CCCCCCCCCCCCCCCCCCC)CCCCCCCCCCCCCCCCCC N-methyl-4-nonadecyl-N-octadecyl-anilinium tetrakis(perfluorophenyl)borate methyl-(2S,4S)-1-((9,9-difluoro-9H-fluorene-3-carbonyl)glycyl)-4-phenylpyrrolidine-2-carboxylate